O=C(CC(=O)O)CC.C(C)C1=C(O)C=C(C(=C1)O)CC 2,5-diethyl-hydroquinone β-ketopentanoate